The molecule is a monocarboxylic acid that is perfluorinated hexanoic acid. It has a role as an environmental contaminant and a xenobiotic. It derives from a hexanoic acid. C(=O)(C(C(C(C(C(F)(F)F)(F)F)(F)F)(F)F)(F)F)O